FC1(OC2=C(O1)C=CC(=C2)COC2=CC=CC(=N2)C2CCN(CC2)CC2=NC1=C(N2CCOC)C=C(C=C1)C(=O)O)F 2-((4-(6-((2,2-difluorobenzo[d][1,3]dioxol-5-yl)methoxy)pyridin-2-yl)piperidin-1-yl)methyl)-1-(2-methoxyethyl)-1H-benzo[d]imidazole-6-carboxylic acid